C(#N)C1=CC=CC(=N1)NC1=NC=C(C(=N1)NC1=C(C(=CC=C1)C1=NN(C=N1)C)OC)C(=O)NC([2H])([2H])[2H] 2-[(6-Cyano-2-pyridyl)amino]-4-[2-methoxy-3-(1-methyl-1,2,4-triazol-3-yl)anilino]-N-(trideuteriomethyl)pyrimidine-5-carboxamide